N(=[N+]=[N-])C=1N=C(C2=C(N1)C(=NN2)C)NCCCC 5-azido-N-butyl-3-methyl-1H-pyrazolo[4,3-d]pyrimidin-7-amine